N-pentyl-N'-dodecyl-urea C(CCCC)NC(=O)NCCCCCCCCCCCC